2,7-dichloro-8-fluoro-N-((1s,2s)-2-fluorocyclopropyl)-N-(methyl-d3)pyrido[4,3-d]pyrimidin-4-amine ClC=1N=C(C2=C(N1)C(=C(N=C2)Cl)F)N(C([2H])([2H])[2H])[C@@H]2[C@H](C2)F